6-(tert-butyl)-3-methyl-2,3-dihydro-1H-inden-1-one C(C)(C)(C)C1=CC=C2C(CC(C2=C1)=O)C